C(C)(C)(C)OC(=O)N1CC2=C(C=CC=C2CC1)C=O 8-formyl-1,2,3,4-tetrahydroisoquinoline-2-carboxylic acid tert-butyl ester